NC1=CC=C(N=N1)C#CCN1C2=C(C(CC(C1=O)C1=C(C=C(C=C1)C(F)(F)F)C(F)(F)F)(F)F)C=C(C=C2)F 1-(3-(6-aminopyridazin-3-yl)prop-2-ynyl)-3-(2,4-bis(trifluoromethyl)phenyl)-5,5,7-trifluoro-4,5-dihydro-1H-benzo[b]azepin-2(3H)-one